tert-butyl 3-[2-(4-[3-[(3-chloro-2-methoxyphenyl)amino]-4-oxo-1H,5H,6H,7H-pyrrolo[3,2-c]pyridin-2-yl]pyridin-3-yl)ethynyl]-2-azabicyclo[3.1.0]hexane-2-carboxylate ClC=1C(=C(C=CC1)NC1=C(NC2=C1C(NCC2)=O)C2=C(C=NC=C2)C#CC2N(C1CC1C2)C(=O)OC(C)(C)C)OC